BrC1=C2C(=NC=C1Cl)NC(=C2)CCNC(OC(C)(C)C)=O tert-Butyl (2-(4-bromo-5-chloro-1H-pyrrolo[2,3-b]pyridin-2-yl)ethyl)carbamate